(S)-2-((4-(5-(2-amino-2-methyl-3-phenylpropionyl)-3,4,5,6-tetrahydropyrrolo[3,4-c]pyrrol-2(1H)-yl)pyrimidin-5-yl)oxy)-N-ethyl-5-fluoro-N-isopropylbenzamide N[C@](C(=O)N1CC2=C(C1)CN(C2)C2=NC=NC=C2OC2=C(C(=O)N(C(C)C)CC)C=C(C=C2)F)(CC2=CC=CC=C2)C